OC=1C=C(C(C(=O)O)=CC1)C(=O)O 4-hydroxyPhthalic acid